C(C)(C)(C)OC(=O)N1C=CC=C2CC(=CN=C12)C(=O)OC(C)(C)C Naphthyridine-1,6(5H)-dicarboxylic acid di-tert-butyl ester